C(C)(=O)C1=C(C=C(S1)C(C(C(=O)OC)C)C1=CC(=C(C=C1)C)CCl)F Methyl 3-(5-Acetyl-4-fluorothiophen-2-yl)-3-[3-(Chloromethyl)-4-Methylphenyl]-2-methylpropanoate